1-(4-((4-Acetylpiperazin-1-yl)methyl)-3-(trifluoromethyl)phenyl)-3-(5-(2-(dimethylamino)-pyrimidin-4-yl)-4-methylthiazol-2-yl)urea C(C)(=O)N1CCN(CC1)CC1=C(C=C(C=C1)NC(=O)NC=1SC(=C(N1)C)C1=NC(=NC=C1)N(C)C)C(F)(F)F